Cl.OC1=C(N)C=CC(=C1)CC 2-hydroxy-4-ethyl-aniline hydrochloride